(S)-1-[(S)-3-Methyl-1-({4-[(1-methyl-1H-imidazol-2-yl)methyl]-1-piperidyl}carbonyl)butyl]-3-isobutyl-4-methyl-2-piperazinone CC(C[C@@H](C(=O)N1CCC(CC1)CC=1N(C=CN1)C)N1C([C@@H](N(CC1)C)CC(C)C)=O)C